2,4-diamino-3,5-bis(methylthio)toluene NC1=C(C)C=C(C(=C1SC)N)SC